Ethyl 2-(4-((5-([1,1'-biphenyl]-3-carboxamido)-4-carbamoyl-1H-imidazol-2-yl)methyl)phenoxy)acetate C1(=CC(=CC=C1)C(=O)NC1=C(N=C(N1)CC1=CC=C(OCC(=O)OCC)C=C1)C(N)=O)C1=CC=CC=C1